methyl (Z)-4-(hex-3-en-1-yloxy)-2-hydroxy-3,6-dimethylbenzoate C(C\C=C/CC)OC1=C(C(=C(C(=O)OC)C(=C1)C)O)C